ClC1=C(CNC(=O)[C@]2(C=3C=CC=NC3[C@H](CC2)O)F)C(=CC=C1)F (5S,8S)-N-(2-chloro-6-fluorobenzyl)-5-fluoro-8-hydroxy-5,6,7,8-tetra-hydroquinoline-5-carboxamide